C(O)(=O)F Fluorocarbonic acid